BrC1=NN(C2=NC(=NC(=C21)OC2=CC=CC=C2)N(C)C(C)C)COCC[Si](C)(C)C 3-bromo-N-isopropyl-N-methyl-4-phenoxy-1-((2-(trimethylsilyl)ethoxy)methyl)-1H-pyrazolo[3,4-d]pyrimidin-6-amine